3-(3-chloro-4-fluorophenyl)-5-(2-(3-fluoro-3-methylazetidin-1-yl)-2-oxoethyl)-1H-pyrrolo[3,2-c]pyridin-4(5H)-one ClC=1C=C(C=CC1F)C1=CNC2=C1C(N(C=C2)CC(=O)N2CC(C2)(C)F)=O